O[C@H](COP(=O)([O-])[O-])CO (S)-2,3-dihydroxypropyl-phosphate